OCCN1N=CC(=C1)C=1C=CC=2N(C1)N=CC2N2CCN(CC2)C(=O)OC(C)(C)C tert-butyl 4-(6-[1-(2-hydroxy ethyl)-1H-pyrazol-4-yl]pyrazolo[1,5-a]pyridin-3-yl)piperazine-1-carboxylate